BrC1=C(C(=CC2=C1NC=N2)C(=O)NC2=CC=C(C=C2)OC(F)(F)Cl)F 7-bromo-N-(4-(chlorodifluoromethoxy)phenyl)-6-fluoro-1H-benzo[d]imidazole-5-carboxamide